COC([C@@](N)(CO)C)=O (S)-α-methyl-serine methyl ester